6-Nitro-quinazolin-4(3H)-one [N+](=O)([O-])C=1C=C2C(NC=NC2=CC1)=O